C(C=C)(=O)N1C[C@@H](N(CC1)C1C(CN2C(N=CC3=CC(=C(C(=C23)S1)C1=C(C=C(C=C1)F)F)C(F)(F)F)=O)N(CC(F)(F)F)C)C ((S)-4-acryloyl-2-methylpiperazin-1-yl)-11-(2,4-difluorophenyl)-3-(methyl(2,2,2-trifluoroethyl)amino)-10-(trifluoromethyl)-3,4-dihydro-2H,6H-[1,4]thiazepino[2,3,4-ij]quinazolin-6-one